1-Propyl-2-butylpyrrolium methansulfonat CS(=O)(=O)[O-].C(CC)[NH+]1C(=CC=C1)CCCC